6-bromo-4-[4-(3-methoxyphenoxy)piperidin-1-yl]-1-methyl-2-oxo-1,2-dihydroquinoline-3-carbonitrile BrC=1C=C2C(=C(C(N(C2=CC1)C)=O)C#N)N1CCC(CC1)OC1=CC(=CC=C1)OC